(E)-6-(naphthalen-2-yl)imidazo[2,1-b]oxazole-5-carbaldehyde O-(2,4-dichlorobenzyl) oxime ClC1=C(CO\N=C\C2=C(N=C3OC=CN32)C3=CC2=CC=CC=C2C=C3)C=CC(=C1)Cl